2,6-diamino-4-pyrrolidinylpyrimidine NC1=NC(=CC(=N1)N1CCCC1)N